2-(2-dimethylaminoethoxy)ethanol CN(CCOCCO)C